2-Amino-N-[4-fluoro-5-[[1-(2-methoxyethyl)pyrazol-3-yl]carbamoyl]-2-methylphenyl]-1,3-thiazole-5-carboxamide NC=1SC(=CN1)C(=O)NC1=C(C=C(C(=C1)C(NC1=NN(C=C1)CCOC)=O)F)C